tetraethylene glycol bis(n-heptanoate) C(CCCCCC)(=O)OCCOCCOCCOCCOC(CCCCCC)=O